NC1=C(N=C(C(=N1)N1CCC2(CC1)[C@@H](C1=C(N=CO1)C2)N)C)SC2=C(C(=NC=C2)N2CCOCC2)Cl (S)-1'-(6-amino-5-((3-chloro-2-morpholinopyridin-4-yl)thio)-3-methylpyrazin-2-yl)-4,6-dihydrospiro[cyclopenta[d]oxazole-5,4'-piperidine]-6-amine